N-((1s,4s)-4-((3-iodo-7-morpholino-1,6-naphthyridin-5-yl)oxy)cyclohexyl)-5-methoxypyrimidin-2-amine IC=1C=NC2=CC(=NC(=C2C1)OC1CCC(CC1)NC1=NC=C(C=N1)OC)N1CCOCC1